3-(2-(azetidin-1-yl)-2-oxoethyl)-5-(4-chlorophenyl)thieno[3,4-d]pyrimidin-4(3H)-one N1(CCC1)C(CN1C=NC=2C(C1=O)=C(SC2)C2=CC=C(C=C2)Cl)=O